sulfonylbenzenesulfonamide S(=O)(=O)=NS(=O)(=O)C1=CC=CC=C1